CC=1C=C(C=C(C1)C#N)NC(C(=O)NN)CC 2-((3-methyl-5-cyanophenyl)amino)butanoyl-hydrazine